FC(C1=CC(=C(C=C1)C=1CCCC2=C(C1C1=CC=C(C=C1)C=C1CN(C1)CCCF)C=CC(=C2)C(=O)O)C(F)(F)F)F 8-(4-(difluoromethyl)-2-(trifluoromethyl)phenyl)-9-(4-((1-(3-fluoropropyl)azetidin-3-ylidene)methyl)phenyl)-6,7-dihydro-5H-benzo[7]annulene-3-carboxylic acid